[Si](C)(C)(C(C)(C)C)OC1=CC=C(CN[C@@H]2[C@H](CCCC2)NCC2=CC=C(C=C2)O[Si](C)(C)C(C)(C)C)C=C1 (1S,2S)-N1,N2-Bis(4-tert-butyldimethylsilyloxy-benzyl)cyclohexane-1,2-diamine